FC(C=1C(=NC=CC1)C1(CC1)C(=O)N[C@H](C(=O)O)CCN(CCCCC1=NC=2NCCCC2C=C1)C[C@@H](CF)OC)F (S)-2-(1-(3-(difluoromethyl)pyridin-2-yl)cyclopropane-1-carboxamido)-4-(((S)-3-fluoro-2-methoxypropyl)(4-(5,6,7,8-tetrahydro-1,8-naphthyridin-2-yl)butyl)amino)butanoic acid